N-(4-{[6-(5-chloro-2-fluorophenyl)-3-(oxolan-3-yl)pyridazin-4-yl]amino}pyridin-2-yl)-3-(4-methylpiperazin-1-yl)propanamide ClC=1C=CC(=C(C1)C1=CC(=C(N=N1)C1COCC1)NC1=CC(=NC=C1)NC(CCN1CCN(CC1)C)=O)F